ethyl 2,4-dichloro-6-methoxyquinoline-3-carboxylate ClC1=NC2=CC=C(C=C2C(=C1C(=O)OCC)Cl)OC